5-chloropyrazine-2-carboxylic acid ClC=1N=CC(=NC1)C(=O)O